C1(C2N(C=3C=CC=CC3C21)C(=O)OC(C)(C)C)C(=O)OCC 2-(tert-butyl) 1-ethyl 1a,6b-dihydrocyclopropa[b]indole-1,2(1H)-dicarboxylate